5-(2-hydroxyprop-2-yl)-4-methyl-2,4-dihydro-3H-1,2,4-triazol-3-one OC(C)(C)C=1N(C(NN1)=O)C